FC1([C@@H](CN(CC1)CC=1C=C2C(C=COC2=C(C1)C)=O)C)F 6-(((R)-4,4-difluoro-3-methylpiperidin-1-yl)methyl)-8-methyl-4H-chromen-4-one